(2S)-2-[9H-fluoren-9-ylmethoxycarbonyl(meth-yl)amino]propanoic acid C1=CC=CC=2C3=CC=CC=C3C(C12)COC(=O)N([C@H](C(=O)O)C)C